C1(CC1)C1=NN=C2N1N=C(C=C2NCCC2=NC=CC=C2)N[C@@H](CO)CC (2R)-2-[[3-cyclopropyl-8-[2-(2-pyridyl)ethylamino]-[1,2,4]triazolo[4,3-b]pyridazin-6-yl]amino]butan-1-ol